(2S)-2-amino-3-(3-chloro-4-pyridyl)-1-(2-oxa-6-azaspiro[3.3]heptan-6-yl)propan-1-one N[C@H](C(=O)N1CC2(COC2)C1)CC1=C(C=NC=C1)Cl